NC1=CC=C(C(=N1)CC)C=1C=CC=C2C=CC(NC12)=O 8-(6-amino-2-ethylpyridin-3-yl)quinolin-2(1H)-one